4-(7-(trifluoromethyl)isoquinolin-3-yl)-1H-1,2,3-triazole-5-carboxylic acid FC(C1=CC=C2C=C(N=CC2=C1)C=1N=NNC1C(=O)O)(F)F